FC1=C(C(=CC=2NC(=NC21)OC=2C=CC(=C(C(=O)O)C2)C)F)C2=CC=C(C=C2)C2=CC=C(C=C2)CN2CCN(CC2)CCOCCO 5-((4,6-difluoro-5-(4'-((4-(2-(2-hydroxyethoxy)ethyl)piperazin-1-yl)methyl)-[1,1'-biphenyl]-4-yl)-1H-benzo[d]imidazol-2-yl)oxy)-2-methylbenzoic acid